CN1CCN(CC1)C1=CC=C(NC2=NC=C(C(=N2)NC2=NC(=CC=C2)N2C(CCC2)=O)C#N)C=C1 2-[4-(4-methylpiperazin-1-yl)anilino]-4-[[6-(2-oxopyrrolidin-1-yl)-2-pyridyl]amino]pyrimidine-5-carbonitrile